CNCC1(CCC1)O 1-[(methylamino)methyl]cyclobutan-1-ol